7-methyl-7-deaza-2'-deoxyguanosine CC1=CN([C@H]2C[C@H](O)[C@@H](CO)O2)C=2N=C(NC(C12)=O)N